ClC=1C=C(C(=CC1)O)C Para-chlorocresol